C1(CCC1)C=1C=C(C=2C=CC=3N(C2N1)C=C(N3)C(=O)OCC)C(C(F)(F)F)(F)F ethyl 2-cyclobutyl-4-(1,1,2,2,2-pentafluoroethyl)imidazo[1,2-a]1,8-naphthyridine-8-carboxylate